C(C)C1=C(C(=CC=C1)CC)N1C(=NCC(=C1O)CC1=C(C=C(C=C1)C1=C(C(=NC=C1)F)C)F)C1=NN(C=C1)C 1-(2,6-diethylphenyl)-5-{[2-fluoro-4-(2-fluoro-3-methylpyridin-4-yl)phenyl]methyl}-6-hydroxy-2-(1-methyl-1H-pyrazol-3-yl)-1,4-dihydropyrimidin